3-[6-cyclopropyl-4-[4-fluoro-2-(4-methyl-1,2,4-triazol-3-yl)phenyl]pyridin-2-yl]-6-(oxetan-3-ylmethyl)-5H-pyrrolo[3,2-d]pyrimidin-4-one C1(CC1)C1=CC(=CC(=N1)N1C=NC2=C(C1=O)NC(=C2)CC2COC2)C2=C(C=C(C=C2)F)C2=NN=CN2C